2,3-diglycidyloxynaphthalene C(C1CO1)OC1=CC2=CC=CC=C2C=C1OCC1CO1